2-hydroxy-terephthalate OC1=C(C(=O)[O-])C=CC(=C1)C(=O)[O-]